N1(N=CC=C1)C=1C=CC(=NC1)O[C@H]1C[C@H](N(C1)C1=CC=C(C(=O)N[C@@H](CC(=O)O)C2=CC=C(C=C2)S(=O)(=O)CC)C=C1)COC(F)F (S)-3-(4-((2S,4S)-4-((5-(1H-pyrazol-1-yl)pyridine-2-yl)oxy)-2-((difluoromethoxy)methyl)pyrrolidin-1-yl)benzamido)-3-(4-(ethylsulfonyl)phenyl)propionic acid